Cl.NCC1=NNC(C2=CC=C(C=C12)C=1C=NN(C1N1C(C2(C3=C(C=CC=C13)Br)CCCC2)=O)C)=O 1'-(4-(4-(aminomethyl)-1-oxo-1,2-dihydro-phthalazin-6-yl)-1-methyl-1H-pyrazol-5-yl)-4'-bromospiro[cyclopentane-1,3'-indolin]-2'-one hydrochloride